(-)-6-{[trans,trans-4-(3-fluoro-5-methoxyphenyl)-2-methyl-1-[2-(1H-pyrrol-1-yl)ethyl]piperidin-3-yl]methoxy}-2,3-dihydro-1H-isoindol-1-one FC=1C=C(C=C(C1)OC)C1C(C(N(CC1)CCN1C=CC=C1)C)COC1=CC=C2CNC(C2=C1)=O